COC=1N=CC(=NC1)COC1=CC=C(C=C1)C=1N=C2N(C=CC(=C2)C#N)C1NC 2-{4-[(5-Methoxypyrazin-2-yl)methoxy]phenyl}-3-(methylamino)imidazo[1,2-a]pyridine-7-carbonitrile